O[C@]1(CCC2=CC=3CCCC3C(=C12)NC(=O)N=[S@](=O)(N)C=1C=NN2C1OCCC2)C(F)(F)F {R}-N'-(((S)-3-hydroxy-3-(trifluoromethyl)-1,2,3,5,6,7-hexahydro-s-indacen-4-yl)carbamoyl)-6,7-dihydro-5H-pyrazolo[5,1-b][1,3]oxazine-3-sulfonimidamide